(3-(2-aminoethyl)phenyl)methanol NCCC=1C=C(C=CC1)CO